[6-[2-fluoro-4-(trifluoromethoxy)phenoxy]-2-azaspiro[3.3]heptan-2-yl]methanone FC1=C(OC2CC3(CN(C3)C=O)C2)C=CC(=C1)OC(F)(F)F